C(C)(C)(CC)OOC1(CCCCC1)OOC(C)(C)CC 1,1-bis(tert-amylperoxy)cyclohexan